1-(4-aminopyridin-2-yl)piperidin-4-ol NC1=CC(=NC=C1)N1CCC(CC1)O